5-FLUORO-N-(4-(1-(N-ISOBUTYRYLSULFAMOYL)PIPERIDIN-4-YL)PHENYL)ISOINDOLINE-2-CARBOXAMIDE FC=1C=C2CN(CC2=CC1)C(=O)NC1=CC=C(C=C1)C1CCN(CC1)S(NC(C(C)C)=O)(=O)=O